NC1=NC(=NN1S(=O)(=O)C1=C2C=CC(=CC2=CC=C1)C=CC#N)NC1=CC=C(C=C1)CC#N 3-[5-[[5-amino-3-[4-(cyanomethyl)anilino]-1,2,4-triazol-1-yl]sulfonyl]-2-naphthyl]prop-2-enenitrile